FCCCC(C)N(C(=O)OCC1=C(N=NN1C)C1=CC=C(C(=N1)C)C#CC1(CC1)CC(=O)O)C 2-(1-((6-(5-((((5-fluoropentan-2-yl)(methyl)carbamoyl)oxy)methyl)-1-methyl-1H-1,2,3-triazol-4-yl)-2-methylpyridin-3-yl)ethynyl)cyclopropyl)acetic acid